C(C)(C)(C)OC=1C=CC(=NC1)C1=CC(=CN1C)C(=O)NC1=CC(=CC(=C1)NS(=O)(=O)C)Cl 5-(5-(tert-butoxy)pyridin-2-yl)-N-(3-chloro-5-(methylsulfonamido)phenyl)-1-methyl-1H-pyrrole-3-carboxamide